N1N=CC(=C1)OC=1C(=NC=C(N1)C1=CC(=C2CCN(CC2=C1)C)C)N 3-(1H-pyrazol-4-yloxy)-5-(2,5-dimethyl-1,2,3,4-tetrahydroisoquinolin-7-yl)pyrazin-2-amine